BrC1=CC=C2C(=NC(=NC2=C1F)F)N1CC2CCC(C1)N2C(=O)OC(C)(C)C tert-butyl 3-(7-bromo-2,8-difluoroquinazolin-4-yl)-3,8-diazabicyclo[3.2.1]octane-8-carboxylate